[Na+].C(CCCCCCC\C=C/CCCCCC)(=O)[O-] palmitoleic acid sodium salt